ClC=1C2=C(N=C(N1)N1CCOCC1)N(CC2)C2=NC(=NC=C2)C2=CC=CC=C2 4-(4-chloro-7-(2-phenylpyrimidin-4-yl)-6,7-dihydro-5H-pyrrolo[2,3-d]pyrimidin-2-yl)morpholine